FC(CC=C(C(=O)O)Cl)(C(C(C(F)(F)F)(F)F)(F)F)F.FC=1C=C(C(=O)NCC23CCC(CC2)(CC3)C3=NC(=NO3)C3=NC(=CC=C3)C)C=C(C1O)F 3,5-difluoro-4-hydroxy-N-({4-[3-(6-methylpyridin-2-yl)-1,2,4-oxadiazol-5-yl]bicyclo[2.2.2]octan-1-yl}methyl)benzamide 2,2,3,3,4,4,5,5,5-nonafluoropentyl-chloroacrylate